ClC=1C(=C(C=CC1)C1(CN(C1)C(=O)OC(C)(C)C)NC1=CC=C2C3(C(N(C2=C1)C)=O)CC3)C tert-butyl 3-(3-chloro-2-methylphenyl)-3-((1'-methyl-2'-oxospiro[cyclopropane-1,3'-indolin]-6'-yl)amino)azetidine-1-carboxylate